ClC1=CC=C2C=CC(=NC2=C1C)C1=CC=CC=C1 7-Chloro-8-methyl-2-phenylquinoline